2,4,4-trimethyl-2-hydroxypentyl monochloroacetate ClCC(=O)OCC(CC(C)(C)C)(O)C